C(C)C(COC1=CC(=C(C=C1)C1=NC(=NC=N1)C1=CC=C(C=C1)OC)O)CCCC {4-(2-ethylhexyloxy)-2-hydroxyl-phenyl}-6-(4-methoxyphenyl)-1,3,5-triazine